1-Phenyl-N-[(6S)-2,4-dimethyl-5-oxo-7,8-dihydro-6H-pyrazolo[1,5-a][1,3]diazepin-6-yl]pyrazolo[3,4-d]pyrimidin-6-carboxamid C1(=CC=CC=C1)N1N=CC=2C1=NC(=NC2)C(=O)N[C@@H]2C(N(C=1N(CC2)N=C(C1)C)C)=O